NC=1OC2=CC=C(C=C2C(C1C(=O)O)C(C(=O)OCC)C#N)Br.C(C)O[Si](CCCN)(OCC)OCC triethoxy(aminopropyl)silane 2-amino-6-bromo-4-(1-cyano-2-ethoxy-2-oxoethyl)-4H-chromene-3-carboxylate